C(=C)[Bi](C=C)C=C tris(ethenyl)bismuthane